2-((4-methyl-5-(4-(trifluoromethyl)benzyl)thiazol-2-yl)amino)-2-oxoethyl methylsulfamate CNS(OCC(=O)NC=1SC(=C(N1)C)CC1=CC=C(C=C1)C(F)(F)F)(=O)=O